NC=1C=C2C=NN(C2=CC1)C(=O)NC1=NC(=CC=C1)C1=NN=CN1C(C)C 5-amino-N-(6-(4-isopropyl-4H-1,2,4-triazol-3-yl)pyridin-2-yl)-1H-indazole-1-carboxamide